NCC[C@@H]1N(CCN(C1)CC1=CC=CC=C1)C(=O)OC(C)(C)C tert-butyl (2S)-2-(2-aminoethyl)-4-benzylpiperazine-1-carboxylate